C=1N=CN2C1C1=CC=CC=C1[C@H]2[C@@H]2[C@H](CCCCC2)O (1S,2R)-2-((R)-5H-imidazo[5,1-a]isoindol-5-yl)cycloheptan-1-ol